3-amino-8-(3-(5-methyl-1,3,4-oxadiazole-2-yl)phenyl)-N-propylimidazo[1,2-a]pyridine-2-carboxamide NC1=C(N=C2N1C=CC=C2C2=CC(=CC=C2)C=2OC(=NN2)C)C(=O)NCCC